NC1=CC=C(C(=O)C2=CC(=CC=C2)Br)C=C1 4-amino-3'-bromobenzophenone